{3-[(2S)-1-{[(S)-[(3R)-7-methyl-1,2,3,4-tetrahydro-1,5-naphthyridin-3-yl](phenyl)methyl]amino}propan-2-yl]phenyl}acetic acid CC1=CN=C2C[C@H](CNC2=C1)[C@@H](C1=CC=CC=C1)NC[C@@H](C)C=1C=C(C=CC1)CC(=O)O